(R)-6-(6-(1-(2,2-difluoro-1-(4-fluoro-phenyl)propyl)-1H-pyrazol-3-yl)pyrazin-2-yl)-7-fluoro-[1,2,4]-triazolo[1,5-a]pyridin-2-amine FC([C@@H](C1=CC=C(C=C1)F)N1N=C(C=C1)C1=CN=CC(=N1)C=1C(=CC=2N(C1)N=C(N2)N)F)(C)F